CN(CCC=1C=CC(N(C1)[C@H](C(=O)N[C@@H](CC(=O)OC)C=1C=C(C=CC1)C1=C(C=C(C=C1OCCCC=C)F)C)CC=C)=O)C Methyl (S)-3-((S)-2-(5-(2-(dimethylamino)ethyl)-2-oxopyridin-1(2H)-yl)pent-4-enamido)-3-(4'-fluoro-2'-methyl-6'-(pent-4-en-1-yloxy)-[1,1'-biphenyl]-3-yl)propanoate